NC1=C(C=C(C=N1)C1=CC=C(C=C1)C(=O)N1CCC(CC1)N1CCCC1)OCC1=C(C=C(C=C1C)C)C {4-[6-amino-5-(2,4,6-trimethyl-benzyloxy)-pyridin-3-yl]-phenyl}-(4-pyrrolidin-1-yl-piperidin-1-yl)-methanone